(3R)-3-amino-5-[(4-chlorophenyl)methyl]-7-[5-[1-(2,2-difluorocyclopropyl)ethylamino]-1,3,4-oxadiazol-2-yl]-8-fluoro-1,1-dioxo-2,3-dihydro-1λ6,5-benzothiazepin-4-one N[C@H]1CS(C2=C(N(C1=O)CC1=CC=C(C=C1)Cl)C=C(C(=C2)F)C=2OC(=NN2)NC(C)C2C(C2)(F)F)(=O)=O